C1=CC=CC=2C3=CC=CC=C3C(C12)COC(=O)N[C@H](C(=O)O)CC1=C(C=CC(=C1)Cl)CN1CCOCC1 (S)-2-((((9H-fluoren-9-yl)methoxy)carbonyl)amino)-3-(5-chloro-2-(morpholinomethyl)phenyl)propanoic acid